N1=C(C=CC2=CC=CN=C12)CCC1CC(C1)N1C([C@H](CC1=O)NS(=O)(=O)C1=CC=CC=C1)=O N-((S)-1-((1r*,3R*)-3-(2-(1,8-naphthyridin-2-yl)ethyl)cyclobutyl)-2,5-dioxopyrrolidin-3-yl)benzenesulfonamide